3-(5-((3-((4'-chloro-[1,1'-biphenyl]-2-yl)methyl)-3,6-diazabicyclo[3.1.1]heptane-6-yl)methyl)-1-oxoisoindolin-2-yl)piperidine-2,6-dione ClC1=CC=C(C=C1)C1=C(C=CC=C1)CN1CC2N(C(C1)C2)CC=2C=C1CN(C(C1=CC2)=O)C2C(NC(CC2)=O)=O